C1=C(C=C(C(=C1O)O)O)C(=O)OC[C@@H]2[C@H]([C@@H]([C@H]([C@@H](O2)OC(=O)C3=CC(=C(C(=C3)O)O)O)O)OC(=O)C4=CC(=C(C(=C4)O)O)O)O The molecule is a class of hydrolysable tannins obtained by condensation of the carboxy group of gallic acid (and its polymeric derivatives) with the hydroxy groups of a monosaccharide (most commonly glucose). It derives from a gallic acid.